N4-ethyl-N2-[3-methyl-1-((S)-1-methyl-piperidin-3-yl)-1H-pyrazol-4-yl]-5-trifluoromethyl-pyrimidine-2,4-diamine C(C)NC1=NC(=NC=C1C(F)(F)F)NC=1C(=NN(C1)[C@@H]1CN(CCC1)C)C